Cl.N1CCC(CC1)OC(=O)N1C=CC2=C1N=CN=C2N(C)[C@H]2CN(CC[C@H]2C)C(CC#N)=O 4-[[(3R,4R)-1-(2-cyanoacetyl)-4-methyl-3-piperidinyl]-methyl-amino]pyrrolo[2,3-d]pyrimidine-7-carboxylic acid 4-piperidyl ester hydrochloride